C12(CC3CC(CC(C1)C3)C2)NC(COC2=NC(=NC=C2)SC)=O N-(adamantan-1-yl)-2-((2-(methylthio)pyrimidin-4-yl)oxy)acetamide